4-benzocyclobutene-boronic acid C1=CC2=C1C=CC(=C2)B(O)O